C[C@H]1N(C[C@@H](N(C1)C(C=C)=O)C)C1C=2C(NCC1)=C(N(N2)C2=CC=C(C=C2)OC2=CC=CC=C2)C(=O)N 7-[(2R,5S)-2,5-dimethyl-4-(prop-2-enoyl)piperazin-1-yl]-2-(4-phenoxyphenyl)-4,5,6,7-tetrahydro-2H-pyrazolo[4,3-b]pyridine-3-carboxamide